C1(CC1)CNC(=O)C1=NC(=CC=C1)N1CCN(C(CC1)C)C1CCN(CC1)C(C)C N-(Cyclopropylmethyl)-6-{5-methyl-4-[1-(propan-2-yl)piperidin-4-yl]-1,4-diazepan-1-yl}pyridine-2-carboxamide